8a-Hydroxy-6-phenyl-6H,7H,8H,8aH,9H-pyrrolo[2,3-b]1,5-naphthyridine-9-one OC12C(=NC3=CC=CN=C3C1=O)N(CC2)C2=CC=CC=C2